C(C)(C)(C)OC(=O)NC1(CNCC1)C(=O)[O-] 3-((tert-butoxycarbonyl)amino)pyrrolidine-3-carboxylate